4-Methyl-α-methylstyrol CC1=CC=C(C=CC)C=C1